hexamethylene glycol-bis(3,5-di-t-butyl 4-hydroxyhydrocinnamate) C(C)(C)(C)C=1C=C(CCC(=O)OCCCCCCOC(CCC2=CC(=C(C(=C2)C(C)(C)C)O)C(C)(C)C)=O)C=C(C1O)C(C)(C)C